1,7'-biquinolin N1(CC=CC2=CC=CC=C12)C1=CC=C2C=CC=NC2=C1